N-(5-Chloro-1-(2,6-dimethoxyphenyl)-2-(6-ethoxypyridin-2-yl)-1H-imidazo[4,5-b]pyrazin-6-yl)-1-(4-fluorophenyl)methane-sulfonamide ClC=1N=C2C(=NC1NS(=O)(=O)CC1=CC=C(C=C1)F)N(C(=N2)C2=NC(=CC=C2)OCC)C2=C(C=CC=C2OC)OC